CC1=C(C(CCC1)(C)C)C=O 2,6,6-Trimethyl-1-cyclohexene-1-carbaldehyde